(2R,5S)-3-(3-Chloro-4-nitrophenyl)-N-(pyridin-4-yl)-2-(trifluoromethyl)oxazolidin-5-carboxamid ClC=1C=C(C=CC1[N+](=O)[O-])N1[C@H](O[C@@H](C1)C(=O)NC1=CC=NC=C1)C(F)(F)F